N'-((1,2,3,5,6,7-hexahydro-s-indacen-4-yl)carbamoyl)-5-(2-hydroxyphenyl)thiophene-2-sulfonimidamide C1CCC2=C(C=3CCCC3C=C12)NC(=O)N=S(=O)(N)C=1SC(=CC1)C1=C(C=CC=C1)O